trimethylolpropane tri(β-acryloxypropionate) C(C=C)(=O)OCCC(=O)O.C(C=C)(=O)OCCC(=O)O.C(C=C)(=O)OCCC(=O)O.C(O)C(CC)(CO)CO